4-[(1S,3S)-2,2-dimethyl-3-(5-phenyl-1,3-thiazol-2-yl)cyclopropyl]benzenesulfonamide CC1([C@H]([C@@H]1C=1SC(=CN1)C1=CC=CC=C1)C1=CC=C(C=C1)S(=O)(=O)N)C